Methyl (Z)-2-((tert-butoxycarbonyl)amino)-3-(2-oxo-1,5,7,8-tetrahydro-2H-pyrano[4,3-b]pyridin-3-yl)acrylate C(C)(C)(C)OC(=O)N\C(\C(=O)OC)=C/C1=CC2=C(NC1=O)CCOC2